3-(4-((4-ethylpiperazin-1-yl)methyl)-3-(trifluoromethyl)phenyl)-1-(1-(3-methoxy-1H-pyrazolo[3,4-b]pyridin-5-yl)piperidin-4-yl)-1-methylurea C(C)N1CCN(CC1)CC1=C(C=C(C=C1)NC(N(C)C1CCN(CC1)C=1C=C2C(=NC1)NN=C2OC)=O)C(F)(F)F